(propylsulfonyloxy-imino)-4-methylphenylacetonitrile C(CC)S(=O)(=O)ON=C(C#N)C1=CC=C(C=C1)C